2-[(10S)-12-[5-[(3R)-3-(hydroxymethyl)piperazin-1-yl]pyrimidin-2-yl]-1,5,6,8,12-pentazatricyclo[8.4.0.02,7]tetradeca-2,4,6-trien-4-yl]phenol OC[C@H]1CN(CCN1)C=1C=NC(=NC1)N1C[C@@H]2CNC3=NN=C(C=C3N2CC1)C1=C(C=CC=C1)O